(R)-N-(5-((4-Chloro-3H-spiro[furo[3,4-c]pyridine-1,3'-piperidin]-1'-yl)methyl)-4-fluorothiazol-2-yl)acetamide ClC1=NC=CC2=C1CO[C@@]21CN(CCC1)CC1=C(N=C(S1)NC(C)=O)F